2-(2-(1,1-difluoroethyl)-4-fluorophenyl)-3-(4-((1-(3-fluoropropyl)azetidine-3-yl)amino)phenoxy)benzothiophene-6-carboxylic acid FC(C)(F)C1=C(C=CC(=C1)F)C=1SC2=C(C1OC1=CC=C(C=C1)NC1CN(C1)CCCF)C=CC(=C2)C(=O)O